[IH2+].C[N+]1=C(C(C2=CC=CC=C12)(C)C)C 1,2,3,3-tetramethylindolium iodonium salt